phosphorus methylphosphonate CP([O-])([O-])=O.[P+3].CP([O-])([O-])=O.CP([O-])([O-])=O.[P+3]